Tert-butyl-4-(4-(1-amino-7-cyano-6-(2-fluoro-6-methylphenyl)isoquinolin-4-yl)-1H-pyrazol-1-yl)piperidine C(C)(C)(C)N1CCC(CC1)N1N=CC(=C1)C1=CN=C(C2=CC(=C(C=C12)C1=C(C=CC=C1C)F)C#N)N